2-cyano-3-(3-cyano-5-(2-hydroxyethyl)phenyl)-N,N-diethylacrylamide C(#N)C(C(=O)N(CC)CC)=CC1=CC(=CC(=C1)CCO)C#N